CN(CCCOC1=C(C=C(C=C1)C=1C=CC=2N(C1)C1=C(N2)C=CC=C1N1C[C@@H](N([C@@H](C1)C)C)C)F)C N,N-dimethyl-3-(2-fluoro-4-(9-((3S,5R)-3,4,5-trimethylpiperazin-1-yl)benzo[4,5]imidazo[1,2-a]pyridin-2-yl)phenoxy)propan-1-amine